2-Hydroxy-4-[[2-[[(4-methylphenyl)sulfonyl]oxy]acetyl]amino]benzoic acid OC1=C(C(=O)O)C=CC(=C1)NC(COS(=O)(=O)C1=CC=C(C=C1)C)=O